butyl-(3Z)-3-(2,2,2-trifluoroethylidene)pyrrolidine C(CCC)N1C\C(\CC1)=C/C(F)(F)F